(8-Fluoro-1,3,4,5-Tetrahydropyrido[4,3-b]indol-2-yl)-[(2S)-oxolan-2-yl]methanon FC1=CC=2C3=C(NC2C=C1)CCN(C3)C(=O)[C@H]3OCCC3